(R)-5-bromo-2-(3-(3-chloropyridin-2-yloxy)pyrrolidin-1-yl)benzamide BrC=1C=CC(=C(C(=O)N)C1)N1C[C@@H](CC1)OC1=NC=CC=C1Cl